1,1'-methylenebis(2-hydroxy-3-naphthoate) C(C1=C(C(=CC2=CC=CC=C12)C(=O)[O-])O)C1=C(C(=CC2=CC=CC=C12)C(=O)[O-])O